ethyl o-tolylvalinate C1(=C(C=CC=C1)N[C@@H](C(C)C)C(=O)OCC)C